OC=1N=C(NC(C1C(=O)NC1=CC=C(C=C1)C1=C(N=NN1)C)=O)OC 4-hydroxy-2-methoxy-N-(4-(4-methyl-1H-1,2,3-triazol-5-yl)phenyl)-6-oxo-1,6-dihydropyrimidine-5-carboxamide